S-(5'-Adenosyl)-L-methionine hydrochloride Cl.[C@@H]1([C@H](O)[C@H](O)[C@@H](C[S+](CC[C@H](N)C(=O)O)C)O1)N1C=NC=2C(N)=NC=NC12